chromium-zinc-silicon dioxide [Si](=O)=O.[Zn].[Cr]